C12(CC(C1)C2)NC2=NC(=CC1=C2N=C(N=C1)SC)C#N 8-(bicyclo[1.1.1]pentan-1-ylamino)-2-(methylsulfanyl)pyrido[3,4-d]pyrimidine-6-carbonitrile